4-(methylthio)phenylisothiocyanate CSC1=CC=C(C=C1)N=C=S